2-(6-(6-propyl-2-((5-(4-methylpiperazin-1-yl)pyridin-2-yl)amino)-7H-pyrrolo[2,3-d]pyrimidin-7-yl)pyridin-2-yl)propan-2-ol C(CC)C1=CC2=C(N=C(N=C2)NC2=NC=C(C=C2)N2CCN(CC2)C)N1C1=CC=CC(=N1)C(C)(C)O